(3R,4S)-4-{5-bromopyrazolo[4,3-b]pyridin-2-yl}oxolan-3-ol BrC=1C=CC=2C(N1)=CN(N2)[C@@H]2[C@H](COC2)O